1-phenylmethanone C1(=CC=CC=C1)C=O